C(=C)P(O)(=O)CC1=CC=CC=C1 vinylbenzyl-phosphinic acid